CC1=CC=CC(=N1)C=1NC=C(N1)CO (2-(6-Methylpyridin-2-yl)-1H-imidazol-4-yl)methanol